Cl.ClC1=C(C=C(C=C1)C#N)C=1C=C2C(=NN(C2=CC1)C(=O)OCCOC)NC(=O)[C@H]1CNCCC1 2-Methoxyethyl 5-(2-chloro-5-cyanophenyl)-3-{[(3R)-piperidin-3-ylcarbonyl] amino}-1H-indazole-1-carboxylate hydrochloride